2,5-dihydroxyterephthaloyl bisphosphate P(=O)(OC(C1=C(C=C(C(=O)OP(=O)([O-])[O-])C(=C1)O)O)=O)([O-])[O-]